ethyl 5-(((5-fluoro-2-hydroxypyridin-3-yl)methyl)(isopropyl)amino)pyrazolo[1,5-a]pyrimidine-3-carboxylate FC=1C=C(C(=NC1)O)CN(C1=NC=2N(C=C1)N=CC2C(=O)OCC)C(C)C